2-fluoro-6-[(2-aminobenzyl)amino]-9-(tetrahydrofuran-2-yl)-9H-purine FC1=NC(=C2N=CN(C2=N1)C1OCCC1)NCC1=C(C=CC=C1)N